FC1=CC=C(C=C1)C=1C(=CC=CC1)C(=O)N1CCN(CC1)CC=1C=C2CN(C(C2=CC1)=O)C1C(NC(CC1)=O)=O 3-(5-((4-(4'-Fluoro-[1,1'-biphenyl]-2-carbonyl)piperazin-1-yl)methyl)-1-oxoisoindoline-2-yl)piperidine-2,6-dione